CC1O[C@H](CN(C1)C1N=CC2=C(N1CC1=C(C=CC=C1)C(F)(F)F)N=CC=C2)C 2-((6S)-2,6-dimethylmorpholino)-N-(2-(trifluoromethyl)benzyl)pyrido[2,3-d]pyrimidin